ClC1=C(C=CC(=C1)OC(F)(F)F)[C@H]1[C@@H](O[C@](C1)(C(F)(F)F)C)C(=O)NC=1C=NC(=CC1)[C@H](CO)O (2R,3S,5R)-3-(2-chloro-4-(trifluoromethoxy)phenyl)-N-(6-((R)-1,2-dihydroxyethyl)pyridin-3-yl)-5-methyl-5-(trifluoromethyl)tetrahydrofuran-2-carboxamide